C(C1=CC=CC=C1)OC1=NC(=CC=C1Br)OCC1=CC=CC=C1 2,6-dibenzyloxy-3-bromopyridine